3-(6-[4-[2-(1-[[4-(6-cyclopropyl-2-methyl-1-oxo-2,7-naphthyridin-4-yl)-2,6-dimethoxyphenyl]methyl]piperidin-4-yl)ethyl]piperazin-1-yl]-1-oxo-3H-isoindol-2-yl)piperidine-2,6-dione C1(CC1)C=1C=C2C(=CN(C(C2=CN1)=O)C)C1=CC(=C(C(=C1)OC)CN1CCC(CC1)CCN1CCN(CC1)C1=CC=C2CN(C(C2=C1)=O)C1C(NC(CC1)=O)=O)OC